C1(CC1)C=1OC=C(N1)C1=CC(=NC=C1)N(C(=O)[C@@H]1CC[C@H](CC1)CNC(OC)=O)C[C@@H]1CC[C@H](CC1)C1=NC(=C(C=C1)OC)C Methyl ((trans-4-((4-(2-cyclopropyloxazol-4-yl)pyridin-2-yl)((trans-4-(5-methoxy-6-methylpyridin-2-yl)cyclohexyl)methyl)carbamoyl)cyclohexyl)-methyl)carbamate